4-amino-N-(2,6-dimethoxypyrimidine-4-yl)benzenesulfonamide NC1=CC=C(C=C1)S(=O)(=O)NC1=NC(=NC(=C1)OC)OC